(2R)-1-[4-[(R)-amino(2,3-dichloro-6-hydroxyphenyl)methyl]piperidin-1-yl]-2,3-dihydroxypropan-1-one N[C@H](C1CCN(CC1)C([C@@H](CO)O)=O)C1=C(C(=CC=C1O)Cl)Cl